BrCC1=C(C(=CC(=C1)C)C(C1=CC=CC=C1)(C1=CC=CC=C1)C1=CC=CC=C1)O 2-bromomethyl-4-methyl-6-(trityl)phenol